(S)-4-amino-1-benzylpiperidin-2-one N[C@@H]1CC(N(CC1)CC1=CC=CC=C1)=O